COC1=C(CN(C(=O)C2C[C@H](NC([C@@H](NC(C(CCCC/C=C/C2)CCC)=O)CC(C)C)=O)CO)C)C=CC(=C1)OC (2S,5S,E)-N-(2,4-dimethoxybenzyl)-5-(hydroxymethyl)-2-isobutyl-N-methyl-3,16-dioxo-15-propyl-1,4-diazacyclohexadec-9-ene-7-carboxamide